P(=O)(O)(O)F.[N-]=C=O.C(C(=O)O)(=O)O.C(C(=O)O)(=O)O.[K+] potassium bis(oxalate) isocyanate fluorophosphate